FC1=C(C(=O)NCC2=CC(=C(C=C2)COC)F)C=C(C=C1)C1=NC=CC=C1[C@@H](C)O |r| racemic-2-fluoro-N-(3-fluoro-4-(methoxymethyl)benzyl)-5-(3-(1-hydroxyethyl)pyridin-2-yl)benzamide